C(C)(C)(C)C=1C=C(C=CC1)C1CCN(CC1)C(=O)C1CC2(C1)NCCC2 (2r,4s)-2-(4-(3-(tert-butyl)phenyl)piperidine-1-carbonyl)-5-azaspiro[3.4]Octane